bis-(2,6-dimethoxybenzoyl)-2,4,4-trimethylpentylphosphine oxide COC1=C(C(=O)P(CC(CC(C)(C)C)C)(C(C2=C(C=CC=C2OC)OC)=O)=O)C(=CC=C1)OC